ClC=1C(=NC=CC1)CNC1=NC=NC(=C1[N+](=O)[O-])OC1(CC1)C N-((3-chloropyridin-2-yl)methyl)-6-(1-methylcyclopropoxy)-5-nitropyrimidin-4-amine